5,10,15,20-tetrakis(pentafluorophenyl)porphyrin copper [Cu].FC1=C(C(=C(C(=C1C=1C2=CC=C(N2)C(=C2C=CC(C(=C3C=CC(=C(C=4C=CC1N4)C4=C(C(=C(C(=C4F)F)F)F)F)N3)C3=C(C(=C(C(=C3F)F)F)F)F)=N2)C2=C(C(=C(C(=C2F)F)F)F)F)F)F)F)F